C1(CC1)COC1CNC1 3-(Cyclopropylmethoxy)azetidine